C(CCC)[C@@H]1N[C@H](C2=CC=C(C=C2C1)OC)C1=CC=C(C=C1)NC12CC3CC(CC(C1)C3)C2 N-[4-[(1S,3S)-3-butyl-6-methoxy-1,2,3,4-tetrahydroisoquinolin-1-yl]phenyl]adamantan-1-amine